C(C)(C)(C)OC(=O)NNC=1C=C(C(=O)OCC)C=C(N1)C ethyl 2-((tert-butoxycarbonylamino) amino)-6-methylisonicotinate